(2,3-dichloropyridin-4-yl)-6-hydroxy-2-methylpyrimidin-4(3H)-one ClC1=NC=CC(=C1Cl)N1C(=NC(=CC1=O)O)C